[2,2']-bipyridine-5,5'-dicarboxylic acid diethyl ester C(C)OC(=O)C=1C=CC(=NC1)C1=NC=C(C=C1)C(=O)OCC